FC(C(=O)[O-])(C(C(C(F)(F)F)(F)F)(F)F)F.[NH4+] ammonium perfluorovalerate